OC(C(C)C=1C=C(C=CC1)N1C(C2=CC=CC(=C2C1)C(F)(F)F)=O)C1=NN=CN1C cis-2-(3-(1-hydroxy-1-(4-methyl-4H-1,2,4-triazol-3-yl)propan-2-yl)phenyl)-4-(trifluoromethyl)-isoindolin-1-one